C(C)C=1C=NN(C1)CC(F)(F)F 4-ethanyl-1-(2,2,2-trifluoroethyl)-1H-pyrazole